(E)-ethyl 4-methoxy-2-oxopent-3-enoate CO/C(=C/C(C(=O)OCC)=O)/C